[C@@H]12OC[C@@H](N(C1)C1=CC3=C(OC[C@@H](C(N3C)=O)NC(=O)C3=NN(C=N3)CC3=CC=C(C=C3)F)C=C1)C2 N-((S)-7-((1S,4S)-2-oxa-5-azabicyclo[2.2.1]heptan-5-yl)-5-methyl-4-oxo-2,3,4,5-tetrahydrobenzo[b][1,4]oxazepin-3-yl)-1-(4-fluorobenzyl)-1H-1,2,4-triazole-3-carboxamide